2-fluoro-3-methoxy-6-(1H-tetrazol-1-yl)benzaldehyde FC1=C(C=O)C(=CC=C1OC)N1N=NN=C1